5'-chloro-2'-{[3-(dimethylamino)pyrrolidin-1-yl]methyl}-7',8'-dihydro-6'H-spiro[cyclohexane-1,9'-furo[2,3-f]quinazoline]-7'-one ClC=1C=C2C(=C3C4(NC(NC13)=O)CCCCC4)OC(=C2)CN2CC(CC2)N(C)C